6-(4-methoxyphenyl)benzo[h]Quinoline COC1=CC=C(C=C1)C=1C=C2C=CC=NC2=C2C1C=CC=C2